(1-benzyl-5-(3-chlorophenyl)-1H-imidazol-2-yl)(3-chlorophenyl)methanone C(C1=CC=CC=C1)N1C(=NC=C1C1=CC(=CC=C1)Cl)C(=O)C1=CC(=CC=C1)Cl